N-[(3S)-2,6-dioxo-3-piperidyl]-1H-indole-3-carboxamide O=C1NC(CC[C@@H]1NC(=O)C1=CNC2=CC=CC=C12)=O